COC(\C(=C\OC)\C1=C(C=CC=C1)OC1=NC=NC(=C1)OC1=C(C=CC=C1)N=[N+]=[N-])=O.CNC(C(=O)NCCC1=CC=C(C=C1)C1=CC=C(C=C1)C(F)(F)F)CCCC 2-(methylamino)-N-(2-(4'-(trifluoromethyl)-[1,1'-biphenyl]-4-yl)ethyl)hexanamide methyl-(E)-2-{2-[6-(2-azidophenoxy)-pyrimidin-4-yloxy]phenyl}-3-methoxyacrylate